tert-Butyl (3R,5S)-3-((5-bromooxazolo[4,5-b]pyridin-2-yl)amino)-5-hydroxy-piperidine-1-carboxylate BrC1=CC=C2C(=N1)N=C(O2)N[C@H]2CN(C[C@H](C2)O)C(=O)OC(C)(C)C